C1(CCCCC1)C(CC(=O)N1CC(C(CC1)(O)CN1C=NC(=CC1=O)C1=C(C=CC=C1)F)(C)C)C 3-((1-(3-cyclohexylbutanoyl)-4-hydroxy-3,3-dimethylpiperidin-4-yl)methyl)-6-(2-fluorophenyl)pyrimidin-4(3H)-one